BrC1=C(C(=C2C=NN(C2=C1)C1OCCCC1)F)Cl 6-bromo-5-chloro-4-fluoro-1-(tetrahydro-2H-pyran-2-yl)-1H-indazole